FC1=CC(=CC=2N1N=C(N2)N)I 5-fluoro-7-iodo-[1,2,4]triazolo[1,5-a]-pyridin-2-amine